2-(4-bromo-2-methoxyphenyl)-3,4-dihydroisoquinoline BrC1=CC(=C(C=C1)N1CC2=CC=CC=C2CC1)OC